OC(CCC=C)(C)C[C@@]12CCC[C@H]1[C@@H]1CC=C3C[C@H](CC[C@]3(C)[C@H]1CC2)O (1-hydroxy-1-methyl-4-pentenyl)androsta-5-en-3beta-ol